N1CC[C@@H](CCC1)OC=1C=2N(C=C(N1)C1=CC(=NS1)C)N=CC2 (R)-5-(4-(azepan-4-yloxy)pyrazolo[1,5-a]pyrazin-6-yl)-3-methylisothiazole